N1N=NN=C1C1(CC1)C1=CC=C(C=C1)C1=CC=C(C=C1)N1N=CC(=C1NC(O[C@H](C)C1=CC=CC=C1)=O)Cl (R)-1-phenylethyl (1-(4'-(1-(1H-tetrazol-5-yl)cyclopropyl)-[1,1'-biphenyl]-4-yl)-4-chloro-1H-pyrazol-5-yl)carbamate